5-(2-fluoro-6-methylphenyl)-3-(4-((1S,4S)-5-methyl-2,5-diazabicyclo[2.2.1]heptan-2-yl)phenyl)-1H-pyrazolo[4,3-c]pyridazin-6(5H)-one FC1=C(C(=CC=C1)C)N1N=C2C(=CC1=O)NN=C2C2=CC=C(C=C2)N2[C@@H]1CN([C@H](C2)C1)C